(1R,5S)-3-(7-Acetyl-2,2-difluoro-[1,3]dioxolo[4,5-c]pyridin-4-yl)-3-azabicyclo[3.1.0]hexan-2-one C(C)(=O)C=1C2=C(C(=NC1)N1C([C@@H]3C[C@@H]3C1)=O)OC(O2)(F)F